3-tertiary butyl-catechol C(C)(C)(C)C1=C(C(O)=CC=C1)O